isopropyl (4-(1-(4-bromobenzoyl)-5-(pyridin-2-yl)-4,5-dihydro-1H-pyrazol-3-yl)phenyl)carbamate BrC1=CC=C(C(=O)N2N=C(CC2C2=NC=CC=C2)C2=CC=C(C=C2)NC(OC(C)C)=O)C=C1